FC(C1=NN=C(O1)C1=CC(=C(CN(C(=O)N2CCS(CC2)(=N)=O)C2=CC=C(C=C2)C=2OC=CC2)C=C1)F)F N-(4-(5-(difluoromethyl)-1,3,4-oxadiazol-2-yl)-2-fluorobenzyl)-N-(4-(furan-2-yl)phenyl)-1-iminothiomorpholin-4-carboxamide 1-oxide